NC=1C=C(C=CC1O)[C@@H](CO)N1C(N[C@@H](C1)C(F)(F)F)=O (S)-1-((S)-1-(3-Amino-4-hydroxyphenyl)-2-hydroxyethyl)-4-(trifluoromethyl)imidazolidin-2-one